CN1CCC(CC1)NC(C1=CC=CC=C1)=O N-(1-methyl-piperidin-4-yl)benzamide